CC(CC)C(CCCCCC)O 3-methyl-4-n-decyl alcohol